2,4,8-trimethylnona-1,3,7-triene CC(=C)C=C(CCC=C(C)C)C